tert-butyl 6-(quinoxalin-6-yl)-3,4-dihydropyridin-1(2H)-carboxylate N1=CC=NC2=CC(=CC=C12)C1=CCCCN1C(=O)OC(C)(C)C